COC(=O)C1N(CCC1)C(=O)OC(C)(C)C pyrrolidine-1,2-dicarboxylic acid 1-(tert-butyl) 2-methyl ester